1-butyl-3-methylimidazole bistrifluoromethanesulfonimide [N-](S(=O)(=O)C(F)(F)F)S(=O)(=O)C(F)(F)F.C(CCC)N1CN(C=C1)C